FC=1C=C2CCC(C2=CC1)=O 5-fluoro-2,3-dihydro-1H-inden-1-one